ethyl 3-propyl-4-hydroxyhexanoate C(CC)C(CC(=O)OCC)C(CC)O